C(#N)C1=CC=C(C=C1)C(N)=S 4-Cyanobenzene-1-carbothioamide